4-((3-isopropyl-5-((tetrahydro-2H-pyran-4-yl)amino)-3H-imidazo[4,5-b]pyridin-7-yl)amino)piperidine-1-carboxylic acid (1-(tert-butoxycarbonyl)-3-fluoroazetidine-3-yl)methyl ester C(C)(C)(C)OC(=O)N1CC(C1)(F)COC(=O)N1CCC(CC1)NC1=C2C(=NC(=C1)NC1CCOCC1)N(C=N2)C(C)C